N-(3-fluorophenylmethyl)alanine FC=1C=C(C=CC1)CN[C@@H](C)C(=O)O